ClC1=NC=C2NC(N(C2=N1)[C@H](C)C1=CC=C(C=C1)N1N=C(C=C1OC)C(F)(F)F)=N 2-chloro-9-[(1R)-1-[4-[5-methoxy-3-(trifluoromethyl)pyrazol-1-yl]phenyl]ethyl]-7H-purin-8-imine